C12(CC3CC(CC(C1)C3)C2)CCOC(=O)OCCCCN(CCCCCCCC(=O)OC(CCCCCCCC)CCCCCCCC)CCO heptadecan-9-yl 8-((4-(((2-(adamantan-1-yl)ethoxy)carbonyl)oxy)butyl)(2-hydroxyethyl)amino)octanoate